Barium bis(3-nitro-1,2,4-triazolyl) borate B(OC1=NC(=NN1)[N+](=O)[O-])(OC1=NC(=NN1)[N+](=O)[O-])[O-].[Ba+2].[N+](=O)([O-])C1=NNC(=N1)OB(OC1=NC(=NN1)[N+](=O)[O-])[O-]